tert-butyl (-)-(3-oxocyclopentyl)carbamate O=C1CC(CC1)NC(OC(C)(C)C)=O